C(C)OC(=O)CCC[C@@H](C)[C@H]1CC[C@H]2C3=CC=C4C[C@H](C=C[C@]4(C)[C@H]3CC[C@]12C)O.C(CC)P(C(C)CCCCC)C(C)CCCCC 1-propylbis-(2-heptyl)phosphine Ethyl-(3β)-3-hydroxy-cholane-1,5,7-triene-24-carboxylate